ethyl 8-(4-ethoxyphenyl)-2-methyl-2H,8H-pyrazolo[3,4-b]indole-5-carboxylate C(C)OC1=CC=C(C=C1)N1C=2C(C3=CC(=CC=C13)C(=O)OCC)=CN(N2)C